6-(3-(2-(1-(6-methoxypyridin-3-yl)cyclobutoxy)acetyl)-3,8-diazabicyclo[3.2.1]octan-8-yl)nicotinonitrile COC1=CC=C(C=N1)C1(CCC1)OCC(=O)N1CC2CCC(C1)N2C2=NC=C(C#N)C=C2